N-[2-(2-fluoro-4-{[4-(trifluoromethyl)pyridin-2-yl]oxy}phenyl)ethyl]quinazolin-4-carboxamide FC1=C(C=CC(=C1)OC1=NC=CC(=C1)C(F)(F)F)CCNC(=O)C1=NC=NC2=CC=CC=C12